(8,9-dimethoxy-2-oxo-2H-[1,3]oxazino[5,4-c]quinolin-1(4H)-yl)methanol COC=1C(=CC=2C3=C(C=NC2C1)COC(N3CO)=O)OC